C(C)(C)(C)OC(=O)N[C@@H]1C[C@@H]2N(C(CCN(C2=O)[C@@H](C(=O)O)CC(C)C)CCC2=CC=CC=C2)C1 (2R)-2-((8R,9aS)-8-((tert-butoxycarbonyl)amino)-1-oxo-5-phenethylhexahydro-1H-pyrrolo[1,2-a][1,4]diazepin-2(3H)-yl)-4-methylpentanoic acid